C(C)C1(COC1)CC1CCCCC1 3-ethyl-3-(cyclohexyl)methyl-oxetane